nitrilotriacetic acid triammonium salt [NH4+].[NH4+].[NH4+].N(CC(=O)[O-])(CC(=O)[O-])CC(=O)[O-]